C(=C)C1=NC(=NC(=N1)N)N 2-vinyl-4,6-diamino-sym-triazine